1-(fluorosulfonyl)-3-methyl-2-(4-trifluoromethylphenyl)-1H-benzimidazole triflate OS(=O)(=O)C(F)(F)F.FS(=O)(=O)N1C(N(C2=C1C=CC=C2)C)C2=CC=C(C=C2)C(F)(F)F